((4-chlorophenyl)amino)-9-(trifluoromethyl)-7H-pyrimido[5',4':3,4]cyclopenta[1,2-c]quinolin-7-one ClC1=CC=C(C=C1)NC1=C2C3=C(C=NC2=CC=C1)C(C1=C3C=NC(=N1)C(F)(F)F)=O